2-{3-[5-(difluoromethyl)-1,3,4-oxadiazol-2-yl]-5-fluorophenyl}-3-(2-methoxyethoxy)pyridine FC(C1=NN=C(O1)C=1C=C(C=C(C1)F)C1=NC=CC=C1OCCOC)F